(R)-3-Hydroxybutanoic Acid Potassium Salt [K+].O[C@@H](CC(=O)[O-])C